4-[(4-amino-3-nitrophenyl)amino]-4-oxobutanoic acid NC1=C(C=C(C=C1)NC(CCC(=O)O)=O)[N+](=O)[O-]